C(C)(C)(C)OC(=O)C1=C(C=CC=C1)NC(C)C=1C=C(C=C2C(N(C(=NC12)N1C[C@H]2C([C@H]2C1)C(=O)OC)C)=O)C Methyl (1R,5S,6R)-3-(8-(1-((2-(tert-butoxycarbonyl)phenyl)amino)ethyl)-3,6-dimethyl-4-oxo-3,4-dihydroquinazolin-2-yl)-3-azabicyclo[3.1.0]hexane-6-carboxylate